t-butyl (4-bromo-2H-indazol-2-yl)acetate BrC=1C2=CN(N=C2C=CC1)CC(=O)OC(C)(C)C